methyl 1-(5-chloro-2-(phenylamino) pyridin-4-yl)-1H-imidazole-4-carboxylate ClC=1C(=CC(=NC1)NC1=CC=CC=C1)N1C=NC(=C1)C(=O)OC